1,2,3,4-tetrahydrothieno[3,4-d]pyrimidine-5-carboxylic acid N1CNCC=2C1=CSC2C(=O)O